C(C)N1C(=NC=2C1=NC(=CC2)C=2C=CN1N=C(N=CC12)NC1CC2(CN(C2)CC(C)C)C1)C 5-(3-ethyl-2-methyl-3H-imidazo[4,5-b]pyridin-5-yl)-N-(2-isobutyl-2-azaspiro[3.3]heptan-6-yl)pyrrolo[2,1-f][1,2,4]triazin-2-amine